Cl.COC=1C(=CC2=CN(N=C2C1)C1CCNCC1)NC(=O)C1=NC(=CC=C1)C(F)(F)F N-(6-methoxy-2-(piperidin-4-yl)-2H-indazol-5-yl)-6-(trifluoromethyl)pyridinecarboxamide hydrochloride